BrC=1C=C(C=CC1)C1(CS(C=C1)=O)C1=NN=CN1C 3-(3-bromophenyl)-3-(4-methyl-4H-1,2,4-triazol-3-yl)thiofuran-1-oxide